C1CCCOS1(=O)=O 4-butansultone